The molecule is the open chain form of D-glucose. It is a D-glucose and an aldehydo-glucose. It is an enantiomer of an aldehydo-L-glucose. C([C@H]([C@H]([C@@H]([C@H](C=O)O)O)O)O)O